CC1=CC=CC(=N1)C1=C(N=CN1)C=1C=C2C=C(C=NC2=CC1)C=1C=CC(=NC1)C(=O)OC1CCNCC1 4-piperidyl 5-[6-[5-(6-methyl-2-pyridyl)-1H-imidazol-4-yl]-3-quinolyl]pyridine-2-carboxylate